(S)-3-(2-(((R)-2-(5-Fluoropyridin-3-yl)-2-hydroxyethyl)amino)-2-methylpropyl)-N,N-dimethylpiperidine-1-carboxamide dihydrochloride Cl.Cl.FC=1C=C(C=NC1)[C@H](CNC(C[C@H]1CN(CCC1)C(=O)N(C)C)(C)C)O